(S)-1-(2-(1-(cyclobutylmethyl)-2-oxo-1,2,3,4-tetrahydroquinolin-6-yl)thiazol-4-yl)-3-(piperidin-3-yl)urea C1(CCC1)CN1C(CCC2=CC(=CC=C12)C=1SC=C(N1)NC(=O)N[C@@H]1CNCCC1)=O